tert-butyl (E)-3-(6-(4,4,5,5-tetramethyl-1,3,2-dioxaborolan-2-yl)quinolin-3-yl)but-2-enoate CC1(OB(OC1(C)C)C=1C=C2C=C(C=NC2=CC1)/C(=C/C(=O)OC(C)(C)C)/C)C